trimethyl-(cyclohexylmethyl)ammonium C[N+](CC1CCCCC1)(C)C